(1-(3-fluorophenyl)-4-phenyl-1H-imidazol-2-yl)-4-(trifluoromethyl)benzamide FC=1C=C(C=CC1)N1C(=NC(=C1)C1=CC=CC=C1)C1=C(C(=O)N)C=CC(=C1)C(F)(F)F